C(C)(C)(C)C=1C(=C2C=NN(C2=CC1Cl)C1OCCCC1)B(OC)OC dimethyl (5-(tert-butyl)-6-chloro-1-(tetrahydro-2H-pyran-2-yl)-1H-indazol-4-yl)boronate